5-(9H-carbazol-3-yl)-5H-benzo[d]benzo[4,5]imidazo[1,2-a]imidazole C1=CC(=CC=2C3=CC=CC=C3NC12)N1C=2N(C3=C1C=CC=C3)C3=C(N2)C=CC=C3